(2,3-dihydro-1H-inden-4-yl)-6-methoxy-3-(1-(pyridin-4-ylmethyl)-1H-pyrazol-4-yl)-1H-pyrazolo[4,3-b]pyridine C1CCC2=C(C=CC=C12)N1N=C(C2=NC=C(C=C21)OC)C=2C=NN(C2)CC2=CC=NC=C2